ClC=1C=C(C=CC1)C(CN1C=NC=C1)=O 1-(3-chlorophenyl)-2-(1H-imidazol-1-yl)ethan-1-one